C12(CC(C1)C2)CNC(=O)C=2N=C(SC2NC(C2=CC(=C(C(=C2)F)O)Cl)=O)C2=C(C=CC=C2)F N-(bicyclo[1.1.1]pentan-1-ylmethyl)-5-(3-chloro-5-fluoro-4-hydroxybenzamido)-2-(2-fluorophenyl)thiazole-4-carboxamide